tert-Butyl (3-cyano-7-fluoro-4-(5-fluoro-3-((R)-3-(piperidin-1-yl)pyrrolidin-1-yl)-7,9-dihydrofuro[3,4-f]quinazolin-6-yl)thieno[3,2-c]pyridin-2-yl)carbamate C(#N)C1=C(SC2=C1C(=NC=C2F)C=2C1=C(C=3C=NC(=NC3C2F)N2C[C@@H](CC2)N2CCCCC2)COC1)NC(OC(C)(C)C)=O